5-hydroxypropyl-furfural OCCCC1=CC=C(C=O)O1